7-(4-(1-(3-(trifluoromethylphenyl)-7,8-dihydro-[1,2,4]triazolo[4,3-b]pyridazin-6-yl)piperidin-4-yl)phenoxy)heptanamide pentan-e-trifluoroacetate FC(C(=O)O)(F)F.CCCCC.FC(F)(F)C1=C(C=CC=C1)C1=NN=C2N1N=C(CC2)N2CCC(CC2)C2=CC=C(OCCCCCCC(=O)N)C=C2